C(C)(C)(C)C=1SC(=C(N1)C=1C(=C(C=CC1)NS(=O)(=O)C1=C2CCN(C2=CC=C1)C(=O)OC(C)(C)C)F)C1=NC(=NC=C1)SC tert-Butyl 4-(N-(3-(2-(tert-butyl)-5-(2-(methylthio)pyrimidin-4-yl)thiazol-4-yl)-2-fluorophenyl)sulfamoyl)indoline-1-carboxylate